C(C1CO1)OC=CCCCCCCCCCCCCCCCCCCCC docosenyl glycidyl ether